C1(CC1)C1=NC=NC(=C1C1=NC2=NC=C(N=C2C(N1CC1=CC(=C(C=C1)C=1N(C=C(N1)C(F)(F)F)C1CC1)F)=O)OC)OC 2-(4-cyclopropyl-6-methoxy-pyrimidin-5-yl)-3-[[4-[1-cyclopropyl-4-(trifluoromethyl)imidazol-2-yl]-3-fluoro-phenyl]methyl]-6-methoxy-pteridin-4-one